C(C1=CC=CC=C1)C1=C(C(=C(C=C1)CC)CC1=CC=CC=C1)CC1=CC=CC=C1 dibenzylbenzylethylbenzene